1H-1,2,4-triazol-3-ylamine N1N=C(N=C1)N